3-(5-((3-((4'-chloro-5,5-dimethyl-3,4,5,6-tetrahydro-[1,1'-biphenyl]-2-yl)methyl)-3,6-diazabicyclo[3.1.1]heptane-6-yl)methyl)-6-fluoro-1-oxoisoindolin-2-yl)piperidine-2,6-dione ClC1=CC=C(C=C1)C1=C(CCC(C1)(C)C)CN1CC2N(C(C1)C2)CC=2C=C1CN(C(C1=CC2F)=O)C2C(NC(CC2)=O)=O